FC(CC=1C=C(N2C1C1=CC=CC=C1CC2)C(=O)[O-])(F)F 1-(2,2,2-trifluoroethyl)-5,6-dihydropyrrolo[2,1-a]isoquinoline-3-carboxylate